C(#C)C1=C2C(=CC(=CC2=CC=C1F)O)C1=C(C=2N=C(N=C(C2C=N1)N1CC2NCCC2C1)OC[C@]12CCCN2C[C@@H](C1)F)F 5-ethynyl-6-fluoro-4-(8-fluoro-2-(((2R,7aS)-2-fluorotetrahydro-1H-pyrrolizin-7a(5H)-yl)methoxy)-4-(hexahydropyrrolo[3,4-b]pyrrol-5(1H)-yl)pyrido[4,3-d]pyrimidin-7-yl)naphthalen-2-ol